5-(2-Fluoro-6-hydroxy-4-(2-(isopentylamino)-4,5,6,7-tetrahydropyrazolo[1,5-a]pyridin-3-yl)phenyl)-1,2,5-thiadiazolidin-3-one 1,1-dioxide FC1=C(C(=CC(=C1)C=1C(=NN2C1CCCC2)NCCC(C)C)O)N2CC(NS2(=O)=O)=O